C(CN(C(OC1=CC(=C(C=C1)O)O)=O)C)N(C(OC1=CC2=C(N=C(S2)C#N)C=C1)=O)C 2-cyanobenzo[d]thiazol-6-yl (3,4-dihydroxyphenyl) ethane-1,2-diylbis(methylcarbamate)